C(C)(C)(C)OC(=O)N1CCC(CC1)N(C(CCl)=O)C1CCOCC1.O1C(=CC=C1)CNC(C1=C(C=CC=C1)NC(C1=C(C=CC=C1)C)=O)=O N-(furan-2-ylmethyl)-2-(2-methylbenzamido)benzamide Tert-butyl-4-(2-chloro-N-(tetrahydro-2H-pyran-4-yl)acetamido)piperidine-1-carboxylate